(2S,6S)-6-((4-bromophenoxy)methyl)-2-((2-methoxyethoxy)methyl)-2-methyl-1,4-dioxan BrC1=CC=C(OC[C@@H]2COC[C@](O2)(C)COCCOC)C=C1